Ethyldimethoxychlorosilane C(C)[Si](Cl)(OC)OC